ClC=1C=C2C=C(NC2=CC1)C(=O)NC1=CC=CC=C1 5-Chloro-N-phenyl-1H-indole-2-carboxamide